BrC=1C=C2C(=NC1)N(C(=C2C2=CC(=NC=C2)C(F)F)COC)S(=O)(=O)C2=CC=C(C)C=C2 5-bromo-3-(2-(difluoromethyl)pyridin-4-yl)-2-(methoxymethyl)-1-tosyl-1H-pyrrolo[2,3-b]pyridine